C1(CCC(CC1)CCO)CCO cyclohexane-1,4-diethanol